Methyl-((4-bromo-1H-indol-3-yl) methyl)-1-methyl-1,2,5,6-tetrahydropyridine-3-carboxylate CC1(N(CCC=C1C(=O)[O-])C)CC1=CNC2=CC=CC(=C12)Br